C1=NC=CC2=CC(=CC=C12)NC(NC1=NC(=CC(=N1)NCCNC(C)=O)C)=O N-(2-((2-(3-(isoquinolin-6-yl)ureido)-6-methylpyrimidin-4-yl)amino)ethyl)acetamide